[C].C(C1CO1)OCCOCC1CO1 ethylene glycol diglycidyl ether carbon